2-([1,1'-biphenyl]-4-yl)-4-(4-(4-chloronaphthalen-1-yl)phenyl)-6-phenyl-1,3,5-triazine C1(=CC=C(C=C1)C1=NC(=NC(=N1)C1=CC=C(C=C1)C1=CC=C(C2=CC=CC=C12)Cl)C1=CC=CC=C1)C1=CC=CC=C1